ethyl-3-[cis-(7RS,9SR)-3-cyclopropyl-7-(ethylcarbamothioylamino)-5-(2-methylpropylsulfamoyl)-8,9-dihydro-7H-cyclopenta[h]isoquinolin-9-yl]thiourea C(C)NC(=S)N[C@H]1C[C@H](C2=CC(=C3C=C(N=CC3=C21)C2CC2)S(NCC(C)C)(=O)=O)NC(NCC)=S |r|